2-[2-[[5-[3-(dimethylamino)azetidine-1-carbonyl]-1,3-benzothiazol-2-yl]methylcarbamoyl]indan-2-yl]acetic Acid CN(C1CN(C1)C(=O)C=1C=CC2=C(N=C(S2)CNC(=O)C2(CC3=CC=CC=C3C2)CC(=O)O)C1)C